CC1=C(N)C=CC(=C1C)N1CCC(CC1)C(F)(F)F 2,3-dimethyl-4-(4-(trifluoromethyl)piperidin-1-yl)aniline